CC1CC(CC1)C(=O)NC=1SC2=C(N1)C=CC(=C2)C(F)(F)F 3-methyl-N-[6-(trifluoromethyl)-1,3-benzothiazol-2-yl]cyclopentane-1-carboxamide